C(=CC1=CC=CC=C1)C=1C(=C(C=CC1)OC1=C(C(=CC=C1)C=CC1=CC=CC=C1)C=CC1=CC=CC=C1)C=CC1=CC=CC=C1 mono(distyrylphenyl) ether